(3-chloro-5,6-dimethyl-pyrazin-2-yl)-[3-(1-fluoro-1-methyl-ethyl)-1-bicyclo[1.1.1]pentanyl]methanone ClC=1C(=NC(=C(N1)C)C)C(=O)C12CC(C1)(C2)C(C)(C)F